[NH4+].FS(=O)(=O)[N-]S(=O)(=O)F bis(fluorosulfonyl)amide ammonium salt